N-[8-cyclopropyl-2-[(2R)-1-methylpyrrolidin-2-yl]imidazo[1,2-a]pyrazin-6-yl]-5-fluoro-1,3-dimethyl-indazole-6-carboxamide C1(CC1)C=1C=2N(C=C(N1)NC(=O)C1=C(C=C3C(=NN(C3=C1)C)C)F)C=C(N2)[C@@H]2N(CCC2)C